4-((S)-2-((S)-2-(4-(azidomethyl)benzamido)-3-methylbutanamido)-5-ureidopentanamido)benzyl(4-nitro phenyl) carbonate C(OC1=C(C=C(C=C1)[N+](=O)[O-])CC1=CC=C(C=C1)NC([C@H](CCCNC(=O)N)NC([C@H](C(C)C)NC(C1=CC=C(C=C1)CN=[N+]=[N-])=O)=O)=O)([O-])=O